(±)-trans-5-(1-amino-6-((trans)-2-(trifluoromethyl)cyclopropanecarboxamido)-2,7-Naphthyridin-3-yl)-4-methylpyridin-3-ylcarbamic acid tert-butyl ester C(C)(C)(C)OC(NC=1C=NC=C(C1C)C=1N=C(C2=CN=C(C=C2C1)NC(=O)[C@H]1[C@@H](C1)C(F)(F)F)N)=O |r|